NC(C(=O)OCCCCCCCCCCCCCCCCCC)C.[Na] sodium octadecyl aminopropionate